1-Phenyl-1H-Tetrazol-5-thion C1(=CC=CC=C1)N1NN=NC1=S